ClC1=CC=C(C=C1)C1=NN(C[C@@H]1C1=CC=CC=C1)C=1N(C(N(N1)CCC1=CC=C(C=C1)Cl)=O)C 5-[(4S)-3-(4-chlorophenyl)-4-phenyl-4,5-dihydropyrazol-1-yl]-2-[2-(4-chlorophenyl)ethyl]-4-methyl-1,2,4-triazol-3-one